3-propionyloxyiminobutane-2-one C(CC)(=O)ON=C(C(C)=O)C